N-[3-(2,3-dioxo-2,3,7,8,9,10-hexahydro-1H-benzo[f]quinoxalin-4-yl)phenyl]-3-pyridinesulphonamide hydrochloride Cl.O=C1C(N(C=2C=CC3=C(C2N1)CCCC3)C=3C=C(C=CC3)NS(=O)(=O)C=3C=NC=CC3)=O